CC1CC(C=C2CCC(CC12C)C(=C)C)=O 4,4a-dimethyl-6-(prop-1-en-2-yl)-4,4a,5,6,7,8-hexahydro-naphthalen-2(3H)-one